tert-butyl (3-(6-(1-(tetrahydro-2H-pyran-2-yl)-1H-pyrazol-5-yl)picolinamido)phenyl)carbamate O1C(CCCC1)N1N=CC=C1C1=CC=CC(=N1)C(=O)NC=1C=C(C=CC1)NC(OC(C)(C)C)=O